NC1=NC(=C2N=CN(C2=N1)CCNC(=O)C1=CC(=NN1)C1=CC=C(C=C1)Cl)O N-(2-(2-amino-6-hydroxy-9H-purin-9-yl)ethyl)-3-(4-chlorophenyl)-1H-pyrazole-5-carboxamide